(S)-(4-((2-amino-3-phenylalanyl) methyl) benzyl) carbamate C(N)(OCC1=CC=C(C=C1)CC(C(N)(CC1=CC=CC=C1)N)=O)=O